[(1R)-3-[2-[[5-[5-[tert-butyl(dimethyl)silyl]oxy-1-tetrahydropyran-2-yl-indazol-3-yl]thiazol-2-yl]methoxy]ethoxy]-1-methyl-propyl] methanesulfonate CS(=O)(=O)O[C@@H](CCOCCOCC=1SC(=CN1)C1=NN(C2=CC=C(C=C12)O[Si](C)(C)C(C)(C)C)C1OCCCC1)C